NC1=CC(=C2C(=N1)C=C(S2)C2=CC=NN2)N(CCCO)C 3-((5-amino-2-(1H-pyrazol-5-yl)thieno[3,2-b]pyridin-7-yl)(methyl)amino)-1-propanol